C(#N)CN1N=C(N=N1)C1=CC=C(CCNC(OC(C)(C)C)=O)C=C1 tert-Butyl 4-(2-(cyanomethyl)-2H-tetrazol-5-yl)phenethylcarbamate